3,4-difluorobenzyl methyl sulfide CSCC1=CC(=C(C=C1)F)F